2-((4-(trifluoro-methyl)phenyl)sulfonyl)propan FC(C1=CC=C(C=C1)S(=O)(=O)C(C)C)(F)F